C(CCCCC(=O)OCCOCC)(=O)OCCOCC di(2-ethoxyethyl) adipate